7-hydroxy-(4-hydroxyphenyl)chromen-4-one OC1=CC=C2C(C=C(OC2=C1)C1=CC=C(C=C1)O)=O